OC1CCC(CC1)(C(=O)OC(C)(C)C)C(=O)OC 1-(tert-Butyl) 1-methyl (1r,4r)-4-hydroxycyclohexane-1,1-dicarboxylate